C(COCCOCCOCCOCCOCCO)O HEXAETHYLENE GLYCOL